1-(5-bromo-3-pyridinyl)ethanol phosphorodithioate P(O)(=S)(S)OC(C)C=1C=NC=C(C1)Br